2-(4-allylpiperidin-1-yl)-N-(6-(but-3-en-1-ylamino)-5-iodopyridin-2-yl)-4-chlorobenzamide C(C=C)C1CCN(CC1)C1=C(C(=O)NC2=NC(=C(C=C2)I)NCCC=C)C=CC(=C1)Cl